FC1=C(C=CC(=C1)OC1=CC(=CC=C1)C=1SC(=NN1)C)NC(OC(C)(C)C)=O tert-Butyl {2-fluoro-4-[3-(5-methyl-1,3,4-thiadiazol-2-yl)phenoxy]phenyl}carbamate